N1CCC2(CC1)CC=1C(=NC=CC1)O2 3H-spiro[furo[2,3-b]pyridine-2,4'-piperidine]